(R)-1-(2,5-difluoropyridin-3-yl)ethyl (4-(5-((1RS,5SR,6SR)-3,3-difluorobicyclo[3.1.0]hexane-6-carboxamido)pyridin-2-yl)-1-methyl-1H-1,2,3-triazol-5-yl)carbamate FC1(C[C@H]2C([C@H]2C1)C(=O)NC=1C=CC(=NC1)C=1N=NN(C1NC(O[C@H](C)C=1C(=NC=C(C1)F)F)=O)C)F |&1:3,5|